C(C)(CC)OC1=CC(=C(C=C1)C=C(C(=O)OCC)C)C ethyl 3-(4-(sec-butoxy)-2-methylphenyl)-2-methylacrylate